2-[4-[2-Hydroxy-8-(trifluoromethyl)-5H-chromeno[4,3-c]quinolin-5-yl]phenoxy]acetic acid OC=1C=CC=2C3=C(C=NC2C1)C=1C=CC(=CC1OC3C3=CC=C(OCC(=O)O)C=C3)C(F)(F)F